C(O[C@H]1C[C@H](CC1)C1=NN(C(=C1)NC1=CC(=NC=C1)OCCC[C@H](C)N)C(C)(C)C)(OC1=CC=C(C=C1)[N+](=O)[O-])=O (1R,3S)-3-(5-((2-(((S)-4-aminopentyl)oxy)pyridin-4-yl)amino)-1-(tert-butyl)-1H-pyrazol-3-yl)cyclopentyl (4-nitrophenyl) carbonate